NC=1NC(=C(N1)C(=O)O)C(=O)O 2-amino-1H-imidazole-4,5-dicarboxylic acid